2-(trifluoromethyl)phenyl-cyclopropane-1-carboxamide FC(C1=C(C=CC=C1)C1(CC1)C(=O)N)(F)F